tert-butyl 5-{4-[(5-amino-2-fluorophenyl)amino]-2-[(1-methyl-1H-pyrazol-4-yl)amino]pyrimidin-5-yl}-1H-indole-1-carboxylate NC=1C=CC(=C(C1)NC1=NC(=NC=C1C=1C=C2C=CN(C2=CC1)C(=O)OC(C)(C)C)NC=1C=NN(C1)C)F